3-((4-acetyl-6-chloro-2,7-naphthyridin-1-yl)oxy)azetidine-1-carboxylic acid tert-butyl ester C(C)(C)(C)OC(=O)N1CC(C1)OC1=NC=C(C2=CC(=NC=C12)Cl)C(C)=O